C(C)C(COC(C=C)=O)CCCC.C(C=C)(=O)OC(C)(C)C tert.-butyl acrylate 2-ethylhexyl-acrylate